racemic-cis-(Z)-6-hydroxy-1-methylcyclooct-4-ene-1-carboxylic acid O[C@@H]1\C=C/CC[C@@](CC1)(C(=O)O)C |r|